2-[3-(benzyloxy)-4-{2-[(2,3-dihydro-1H-inden-2-yl)amino]pyrimidin-5-yl}-1H-pyrazol-1-yl]-1-{1H,4H,5H,6H,7H-[1,2,3]triazolo[4,5-c]pyridin-5-yl}ethan-1-one C(C1=CC=CC=C1)OC1=NN(C=C1C=1C=NC(=NC1)NC1CC2=CC=CC=C2C1)CC(=O)N1CC2=C(CC1)NN=N2